m-(1-bromoethyl)-(trifluoromethyl)-benzene BrC(C)C=1C=C(C=CC1)C(F)(F)F